FC1=CC(=C(C=C1)C=1N=NC(=C2C1SC=C2)C=2C=C1CCN(CC1=CC2)C(=O)OC(C)(C)C)O tert-butyl 6-[7-(4-fluoro-2-hydroxy-phenyl)thieno[2,3-d]pyridazin-4-yl]-3,4-dihydro-1H-isoquinoline-2-carboxylate